ethyl 2-[[6-[(4-fluoro-1,3-benzothiazol-2-yl)amino]-4,5-dimethyl-pyridazin-3-yl]amino]thiazole-4-carboxylate FC1=CC=CC2=C1N=C(S2)NC2=C(C(=C(N=N2)NC=2SC=C(N2)C(=O)OCC)C)C